OC1=CC=C2C(C(=COC2=C1)C1=CC=C(C=C1)C)=O 7-hydroxy-4'-methylisoflavone